IC1=CN=C(C2=C1N=C(N=C2)NC2CCC1(CCO1)CC2)N 8-iodo-N2-((4R,7R)-1-oxaspiro[3.5]nonan-7-yl)pyrido[4,3-d]pyrimidine-2,5-diamine